(S)-1-N-Boc-β-proline CC(C)(C)OC(=O)N1CC[C@@H](C1)C(=O)O